2-methoxyphenyl-3H-imidazo[4,5-c]pyridine COC1=C(C=CC=C1)C1=NC2=C(C=NC=C2)N1